FC1=C(C=C2C(C(NC2=C1)=O)=C(C1=CC(=NO1)OC)O)C1=CC=C(C=C1)C1=C(C(=CC=C1)OC)O 6-Fluoro-5-(2'-hydroxy-3'-methoxy-biphenyl-4-yl)-3-[1-hydroxy-1-(3-methoxy-isoxazol-5-yl)-methylidene]-1,3-dihydro-indol-2-one